(Z)-2-((3-(((4-Hydroxybut-2-en-1-yl)oxy)methyl)phenyl)amino)-5-((triisopropylsilyl)ethynyl)pyrido[2,3-d]pyrimidin-7(8H)-one OC\C=C/COCC=1C=C(C=CC1)NC=1N=CC2=C(N1)NC(C=C2C#C[Si](C(C)C)(C(C)C)C(C)C)=O